(R)-2-(1-Cyanopyrrolidin-3-yl)-N-(3-(3-(trifluoromethoxy)phenyl)isoOxazol-5-yl)acetamide 2-ethoxyethyl-o-toluate C(C)OCCOC(=O)C=1C(=CC=CC1)C.C(#N)N1C[C@H](CC1)CC(=O)NC1=CC(=NO1)C1=CC(=CC=C1)OC(F)(F)F